Ethyl (2S)-2-(((benzyloxy)carbonyl)amino)-3-(2-(hydroxymethyl)-5-(5,6,7,8-tetrahydro-1,8-naphthyridin-2-yl)pentanamido)propanoate C(C1=CC=CC=C1)OC(=O)N[C@H](C(=O)OCC)CNC(C(CCCC1=NC=2NCCCC2C=C1)CO)=O